OCCC[C@H](C1=CC=CC=C1)NC(=O)C1(CCN(CC1)C(=O)OC(C)(C)C)SCC1=CC=C(C=C1)OC tert-butyl (R)-4-((4-hydroxy-1-phenylbutyl)carbamoyl)-4-((4-methoxybenzyl)thio)piperidine-1-carboxylate